(R)-6-(5'-chloro-3,5-dimethyl-[2,4'-bipyridine]-2'-yl)-5-methyl-2-(methylthio)-5,6,7,8-tetrahydropyrido[4,3-d]pyrimidine ClC=1C(=CC(=NC1)N1[C@@H](C2=C(N=C(N=C2)SC)CC1)C)C1=NC=C(C=C1C)C